1-(2-((2-Benzyl-4-methylcyclohexyl)oxy)ethyl)-4-methylpiperazine dihydrochloride Cl.Cl.C(C1=CC=CC=C1)C1C(CCC(C1)C)OCCN1CCN(CC1)C